CC1=NN2C(C=CC=C2)=C1 methylpyrazolo[1,5-a]pyridin